[Mn](=O)(=O)([O-])[O-].[Co+2].[Na+].N1=C(N=CC=C1)C1=C(C=CC=C1)C1=CC(=CC(=C1)C1=C(C=CC=C1)C1=NC=CC=N1)C1=C(C=CC=C1)C1=NC=CC=N1 1,3,5-tris(2-pyrimidinylphenyl)benzene sodium cobalt manganate